4-Phenyl-2-[4-[(E)-3-phenylprop-2-enoyl]phenoxy]butanoic acid C1(=CC=CC=C1)CCC(C(=O)O)OC1=CC=C(C=C1)C(\C=C\C1=CC=CC=C1)=O